dimethyl 2-methyl-2-(trifluoromethyl)malonate CC(C(=O)OC)(C(=O)OC)C(F)(F)F